FC1=CC=2C(=NC=C(N2)C2CN(CCC2)C)N=C1C1(CC(=CC(=C1)C)O)C 7-fluoro-3-[(1-methyl-3-piperidyl)pyrido[2,3-b]pyrazin-6-yl]-3,5-dimethyl-phenol